3-(16-(butylamino)-16-oxohexadecanamido)propanoic acid C(CCC)NC(CCCCCCCCCCCCCCC(=O)NCCC(=O)O)=O